BrC1=CN(C=2N=C(N=C(C21)Cl)C)S(=O)(=O)C2=CC=C(C)C=C2 5-bromo-4-chloro-2-methyl-7-tosyl-7H-pyrrolo[2,3-d]pyrimidine